(S)-2-(2,5-difluoro-4-(6-((5-((1-(trifluoromethyl)cyclopropyl)ethynyl)thiazol-2-yl)methoxy)pyridin-2-yl)benzyl)-1-(oxetan-2-ylmethyl)-1H-benzo[d]imidazole-6-carboxylic acid FC1=C(CC2=NC3=C(N2C[C@H]2OCC2)C=C(C=C3)C(=O)O)C=C(C(=C1)C1=NC(=CC=C1)OCC=1SC(=CN1)C#CC1(CC1)C(F)(F)F)F